2-propenyl-sulfonic acid 1,1-dimethyl-2-propynyl ester CC(C#C)(C)OS(=O)(=O)CC=C